4-(4-amino-3-methylphenyl)-4-oxobutanoic acid NC1=C(C=C(C=C1)C(CCC(=O)O)=O)C